4-((Methylamino)methyl)-N'-((2,4,5,6-tetrahydro-1H-cyclobuta[f]inden-3-yl)carbamoyl)benzenesulfonimidamide CNCC1=CC=C(C=C1)S(=O)(N)=NC(NC1=C2C(=CC=3CCCC13)CC2)=O